COC=1C=C(C=CC1OC)C1(SCCCS1)C=CC=C(C1=CC=C(C=C1)OC)C1=CC=C(C=C1)OC 2-(3,4-dimethoxyphenyl)-2-(4,4-bis(4-methoxyphenyl)-1,3-butadienyl)-1,3-dithiane